ClC=1C(=NC=CC1)OC[C@@H]1NCCC1 (R)-3-chloro-2-(pyrrolidin-2-ylmethoxy)pyridine